FC(C(=O)N1CC(C1)(C#N)N1N=C(C=2C1=NC=CC2)C2=CC=C(C=C2)C(F)(F)F)=C 1-(2-fluoroacryloyl)-3-(3-(4-(trifluoromethyl)phenyl)-1H-pyrazolo[3,4-b]pyridin-1-yl)-azetidine-3-carbonitrile